CC1=CC=CC=2N=C(N=NC21)CO (8-methylbenzo[e][1,2,4]triazin-3-yl)methanol